(2R,4R)-1-tert-butoxy-carbonyl-4-hydroxy-pyrrolidine-2-carboxylic acid C(C)(C)(C)OC(=O)N1[C@H](C[C@H](C1)O)C(=O)O